C(#N)C=1C=C2C(=NC1)N(N=C2)C2=CC(=C(C=N2)C(=O)NCC(C(OCCOCCOCCOCCOCC(=O)O)(C)C)F)NC2CC2 2-[2-[2-[2-[2-[3-[[6-(5-Cyanopyrazolo[3,4-b]pyridin-1-yl)-4-(cyclopropylamino)pyridine-3-carbonyl]amino]-2-fluoro-1,1-dimethyl-propoxy]ethoxy]ethoxy]ethoxy]ethoxy]acetic acid